BrC1=C(C=CC=C1C(C)C)C(C)C 2-bromo-1,3-diisopropylbenzene